N-(2,6-dimethylcyclohexyl)maleimide 2-methoxy-4-(prop-1-en-1-yl)phenyl-formate COC1=C(C=CC(=C1)C=CC)C(=O)O.CC1C(C(CCC1)C)N1C(C=CC1=O)=O